[N+](=O)([O-])C=1C=C2CCNCC2=CC1 6-nitro-1,2,3,4-tetrahydroisoquinoline